2,3-dihydro-3,5-dipropionyloxy-6-methyl-4H-pyran-4-one C(CC)(=O)OC1COC(=C(C1=O)OC(CC)=O)C